FC(COCCCF)(C(F)(F)F)F (3-fluoro-n-propyl) (2,2,3,3,3-pentafluoro-n-propyl) ether